2β-methyl-3β-p-iodophenyl-demethyl-tropane C[C@@H]1[C@H]2CC[C@@H](C[C@@H]1C1=CC=C(C=C1)I)N2